4-[(2S)-2-amino-3-ethoxy-propyl]phenolate hydrochloride Cl.N[C@@H](CC1=CC=C(C=C1)[O-])COCC